FC(C1=NN=C(S1)C1=CN=C2N1C=C(C=C2N2CC1(C2)COCC1)S(=O)(=O)NC1(CC1)C)F 3-(5-(difluoromethyl)-1,3,4-thiadiazol-2-yl)-N-(1-methylcyclopropyl)-8-(6-oxa-2-azaspiro[3.4]octan-2-yl)imidazo[1,2-a]pyridine-6-sulfonamide